3-((13S,15S,Z)-16-(hydroxymethylene)-13-methyl-17-oxo-7,8,9,11,12,13,14,15,16,17-decahydro-6H-cyclopenta[a]phenanthren-15-yl)-N-(5-(4-methylpiperazin-1-yl)pyridin-2-yl)propanamide O\C=C/1\[C@H](C2C3CCC=4C=CC=CC4C3CC[C@@]2(C1=O)C)CCC(=O)NC1=NC=C(C=C1)N1CCN(CC1)C